3-(ethyliminomethylideneamino)propyl-dimethyl-azanium C(C)N=C=NCCC[NH+](C)C